O[C@H](COC=1C=C(C=CC1)S(=O)(=O)N)CN[C@H]1COC2(C1)CCN(CC2)S(=O)(=O)C2=CNC1=C(C=CC=C1C2=O)C 3-((S)-2-hydroxy-3-((R)-8-(8-methyl-4-oxo-1,4-dihydroquinolin-3-ylsulfonyl)-1-oxa-8-azaspiro[4.5]decan-3-ylamino)propoxy)benzenesulfonamide